5-Bromo-4-methoxy-1-(tetrahydrofuran-3-yl)-1H-benzo[d]imidazole BrC1=C(C2=C(N(C=N2)C2COCC2)C=C1)OC